CN1C(C2=C(C=3C=CC=CC13)C(=CN2C=2C=NN(C2)C(C)C)C(=O)O)=O 5-methyl-3-(1-isopropyl-1H-pyrazol-4-yl)-4-oxo-4,5-dihydro-3H-pyrrolo[2,3-c]quinoline-1-carboxylic acid